CN(CC(=O)N1CCC2=NC=C(C=C21)NC(OC(C)(C)C)=O)C tert-butyl (1-(dimethylglycyl)-2,3-dihydro-1H-pyrrolo[3,2-b]pyridin-6-yl)carbamate